(R)-3-methoxy-2-methyl-2-((methyl(2-oxo-4-(o-tolyl)-2H-chromen-7-yl)amino)methyl)propanoic acid COC[C@](C(=O)O)(CN(C1=CC=C2C(=CC(OC2=C1)=O)C1=C(C=CC=C1)C)C)C